[N+](=O)([O-])C=1C=CC(=NC1)N[C@@H]1C[C@H](CC1)NC(OC(C)(C)C)=O tert-Butyl ((1S,3S)-3-((5-nitropyridin-2-yl)amino)cyclopentyl)carbamate